N-[3-(1-methyl-piperidin-4-yl)-1H-pyrrolo[3,2-b]pyridin-5-yl]thiophene-3-carboxamide CN1CCC(CC1)C1=CNC=2C1=NC(=CC2)NC(=O)C2=CSC=C2